C(C)(C)(C)C1=CC=C(NC2CC(CC2)CNC)C=C1 4-(tert-butyl)-N-(3-((methylamino)methyl)cyclopentyl)aniline